COC1=CC=C(CN2N=C(N=C2C2CNCCO2)C2=CC=CC=C2)C=C1 2-(1-(4-methoxybenzyl)-3-phenyl-1H-1,2,4-triazol-5-yl)morpholine